BrC1=CC(=C(C(=C1)C)N1CCOCC1)C (4-bromo-2,6-dimethylphenyl)morpholine